NC=1N=CN(C(C1C(=O)N[C@@H]1C[C@@H](CCC1)CN)=O)C1=C(C=C(C=C1C)OC)Cl 4-amino-N-((1S,3R)-3-(aminomethyl)cyclohexyl)-1-((S)-2-chloro-4-methoxy-6-methylphenyl)-6-oxo-1,6-dihydropyrimidine-5-carboxamide